FC1=C(C=C(C=C1C[C@@H]1N(CC2(CC2)[C@@H]1NS(=O)(=O)C(F)F)C(=O)N[C@@H](CF)C)F)C1=CC=CC=C1 (6S,7S)-6-((2,5-difluoro-[1,1'-biphenyl]-3-yl)methyl)-7-((difluoromethyl)sulfonamido)-N-((R)-1-fluoropropan-2-yl)-5-azaspiro[2.4]heptane-5-carboxamide